acrylamidopropyl-sulfonyltrifluoromethane C(C=C)(=O)NCCCS(=O)(=O)C(F)(F)F